CC1=CC=C(C=C1)NNC1=CC=CC=C1 1-(4-methylphenyl)-2-phenylhydrazine